FC1=C(C(=C(C(=C1OC([C@@H](NC(=O)OCC1C2=CC=CC=C2C2=CC=CC=C12)CS(=O)(O)=O)=O)F)F)F)F Fmoc-cysteic acid pentafluorophenyl ester